5-[[5-bromo-4-(2-dimethylphosphorylanilino)pyrimidin-2-yl]amino]-3,3-dimethyl-1-[2-(2-oxopyrrolidin-1-yl)ethyl]indolin-2-one BrC=1C(=NC(=NC1)NC=1C=C2C(C(N(C2=CC1)CCN1C(CCC1)=O)=O)(C)C)NC1=C(C=CC=C1)P(=O)(C)C